C(=C([2H])[2H])([2H])C1=C(C=O)C=CC=C1 (vinyl-d3)benzaldehyde